ClC=1N=C(C(N(C1C1=C(C=CC=C1)F)CC(=O)OCC1=CC=CC=C1)=O)N[C@@H](C)C1=CC2=C(OC3=C2C=CC=C3)C=C1 benzyl (S)-2-(5-chloro-3-((1-(dibenzo[b,d]furan-2-yl)ethyl)amino)-6-(2-fluorophenyl)-2-oxopyrazin-1(2H)-yl)acetate